Tert-butyl (R)-(3-(4-((3-cyano-6-(3-(3-methyl-2-oxoimidazolidin-1-yl)piperidin-1-yl)pyrazin-2-yl)amino)phenoxy)propyl)carbamate C(#N)C=1C(=NC(=CN1)N1C[C@@H](CCC1)N1C(N(CC1)C)=O)NC1=CC=C(OCCCNC(OC(C)(C)C)=O)C=C1